2-((4-((S)-2-(4-chloro-2-(methoxy-d3)phenyl)-3-fluoro-2H-chromen-8-yl-2-d)piperidin-1-yl)methyl)-3-(((S)-oxetan-2-yl)methyl)-3H-imidazo[4,5-b]pyridine-5-carboxylic acid ClC1=CC(=C(C=C1)[C@@]1(OC2=C(C=CC=C2C=C1F)C1CCN(CC1)CC1=NC=2C(=NC(=CC2)C(=O)O)N1C[C@H]1OCC1)[2H])OC([2H])([2H])[2H]